C1(CC1)C1=NN2C(N(C(C(CC2)NC(=O)C2=NN(C=N2)CC2=CC=C(C=C2)F)=O)C)=C1 N-(2-cyclopropyl-4-methyl-5-oxo-5,6,7,8-tetrahydro-4H-pyrazolo[1,5-a][1,3]diazepin-6-yl)-1-(4-fluorobenzyl)-1H-1,2,4-triazole-3-carboxamide